2-methyl-3-buten-2-ol carbonate C(O)(=O)OC(C)(C=C)C